ClCOC(O)=O.C(CCCCCCC\C=C\CCCCCCCC)(=O)O (E)-octadec-9-enoic acid chloromethyl-carbonate